2,6-dibromobenzenethiol BrC1=C(C(=CC=C1)Br)S